ClC=1C=C(C=C(C1)F)CC(=O)O 2-(3-chloro-5-fluoro-phenyl)acetic acid